OC(CCC(O)(C[N+](C)(C)C)CC([O-])=O)CCCCCCCCCCCCC 3-hydroxyhexadecyl-carnitine